butyl N-(2-bromo-5-fluoro-4-nitro-benzoyl)-N-(2-methylallyl)carbamate BrC1=C(C(=O)N(C(OCCCC)=O)CC(=C)C)C=C(C(=C1)[N+](=O)[O-])F